C(C)OC(=O)C1=C(C=CC(=C1)F)B(O)O 2-(ETHOXYCARBONYL)-4-FLUOROPHENYLBORONIC ACID